(piperazin-1-yl)thiazole-5-carbonitrile N1(CCNCC1)C=1SC(=CN1)C#N